BrC1=C(C(=NC=C1F)Cl)C 4-bromo-2-chloro-5-fluoro-3-methylpyridine